ClC1=NC(=C(C=C1O)F)CO 2-chloro-5-fluoro-6-(hydroxymethyl)pyridin-3-ol